N(=[N+]=[N-])C1=CC(=NC2=CC=C(C=C12)C(=O)N1CCOCC1)C=O 4-azido-6-(morpholine-4-carbonyl)quinoline-2-carbaldehyde